NC1=C(N=CN(C1=O)CC1=CC=C2[C@](NC(NC2=C1)=O)(C(F)(F)F)C#CC1CC1)C(C)(F)F (S)-7-((5-amino-4-(1,1-difluoroethyl)-6-oxopyrimidin-1(6H)-yl)methyl)-4-(cyclopropylethynyl)-4-(trifluoromethyl)-3,4-dihydro-quinazolin-2(1H)-one